(5-(3-chloro-4-fluorobenzyl)pyridin-2-yl)-1-methyl-6-oxo-1,6-dihydropyridine-3-carboxamide ClC=1C=C(CC=2C=CC(=NC2)C=2N(C(C=CC2C(=O)N)=O)C)C=CC1F